ClC=1C=C2C(=CC1)NC1=C2CCN2CCCCC12 9-chloro-2,3,4,6,7,12-hexahydro-1H-indolo[2,3-a]quinolizine